[N-](S(=O)(=O)C(F)(F)C(F)(F)F)S(=O)(=O)C(F)(F)C(F)(F)F.CC1C2(CC3CC(CC1C3)C2)CC(=O)OC=2C(=C(C=CC2)[S+](C2=CC=CC=C2)C2=C(C(=CC=C2)OC(CC23C(C1CC(CC(C2)C1)C3)C)=O)OC)OC bis[2-methyladamantylacetyloxy-methoxy-phenyl]phenylsulfonium bis(perfluoroethylsulfonyl)imide